(R)-3-acetamido-4-(1-((5-methoxy-7-methyl-1H-indol-4-yl)methyl)piperidin-2-yl)benzoic acid C(C)(=O)NC=1C=C(C(=O)O)C=CC1[C@@H]1N(CCCC1)CC1=C2C=CNC2=C(C=C1OC)C